2-({7-amino-4-[3-(2-hydroxypropan-2-yl)-1H-indazol-5-yl]-1-oxo-2,3-dihydro-1H-isoindol-2-yl}methyl)prop-2-enenitrile NC=1C=CC(=C2CN(C(C12)=O)CC(C#N)=C)C=1C=C2C(=NNC2=CC1)C(C)(C)O